ClC1=C(C=C(C(=C1)COC1(CC1)C=1C=NC=CC1C1=C(C=CC=C1)OC1CC1)Cl)CCCCN(C([C@@H]([C@H]([C@@H]([C@@H](CO)O)O)O)O)=O)CCCCCCO (2R,3S,4R,5R)-N-{4-[2,5-dichloro-4-({1-[4-(2-cyclopropoxyphenyl)pyridin-3-yl]cyclopropoxy}methyl)phenyl]butyl}-2,3,4,5,6-pentahydroxy-N-(6-hydroxyhexyl)hexanamide